FC1(CN(C2(C1O)CCCC2)C(=O)C2=NC(=C(C=C2)F)C)F (3,3-difluoro-4-hydroxy-1-azaspiro[4.4]nonan-1-yl)(5-fluoro-6-methylpyridin-2-yl)methanone